N-[1-(tert-butyl)-2-cyano-5-(4-tert-butylphenyl)-1H-pyrrolyl]-4-methylbenzenesulfonamide C(C)(C)(C)N1C(=C(C=C1C1=CC=C(C=C1)C(C)(C)C)NS(=O)(=O)C1=CC=C(C=C1)C)C#N